ClC=1C(=NC(=C(C1)C1=CC=C(C=C1)N1CCN(CC1)CC1CC1)F)N 3-chloro-5-(4-(4-(cyclopropylmethyl)piperazin-1-yl)phenyl)-6-fluoropyridin-2-amine